FC(C1=CC=C(C=N1)N1C=NC(=C1)CN1C[C@H](N[C@H](C1)C)C=1C(=C2COC(C2=CC1)=O)C)F 5-((2r,6s)-4-((1-(6-(difluoromethyl)pyridin-3-yl)-1H-imidazol-4-yl)methyl)-6-methylpiperazin-2-yl)-4-methylisobenzofuran-1(3H)-one